NC(CC(=O)N([C@H]1CN(C[C@H](C1)C)C1=C2C=CC=NC2=C(C=C1)C(F)(F)F)C)(C)C 3-amino-3,N-dimethyl-N-[(3R,5S)-5-methyl-1-(8-trifluoromethyl-quinolin-5-yl)-piperidin-3-yl]-butyramide